C(C)(C)(C)[Si](OC1CN(C1)C1=C(C=C2C(=N1)N=C(S2)N2CCOCC2)N)(C)C 5-(3-((tertbutyldimethylsilyl)oxy)azetidin-1-yl)-2-morpholinothiazolo[4,5-b]pyridin-6-amine